FC(C=1C=CC(=C2C=CC=NC12)N1C[C@@H](C[C@@H](C1)C)NC(CC1CCN(CC1)C)=O)F N-[(3R,5S)-1-[8-(difluoromethyl)quinolin-5-yl]-5-methylpiperidin-3-yl]-2-(1-methylpiperidin-4-yl)acetamide